C(=C)CC(=O)O.C(C)(=O)O.C=C ethylene acetate (VINYLACETATE)